benzyl tert-butyl (5,5-dimethoxycyclohexane-1,3-diyl)dicarbamate COC1(CC(CC(C1)NC(OCC1=CC=CC=C1)=O)NC(OC(C)(C)C)=O)OC